ClC1=C2C(=NC=C1)C=C(S2)OCCN(C(OC(C)(C)C)=O)C tert-butyl N-[2-({7-chlorothieno[3,2-b]pyridin-2-yl}oxy)ethyl]-N-methylcarbamate